1-[3-[4-[3-[3-amino-6-(2-hydroxyphenyl)pyridazin-4-yl]-3,8-diazabicyclo[3.2.1]oct-8-yl]-2-pyridinyl]prop-2-ynyl]azepan-3-ol NC=1N=NC(=CC1N1CC2CCC(C1)N2C2=CC(=NC=C2)C#CCN2CC(CCCC2)O)C2=C(C=CC=C2)O